OCC12CC(CC(N1C(=O)C1=NC=CC=C1)C2)C (trans-1-(hydroxymethyl)-3-methyl-6-azabicyclo[3.1.1]heptan-6-yl)(pyridin-2-yl)methanone